(p-vinylphenyl)ethenone C(=C)C1=CC=C(C=C1)C=C=O